ClC=1C(=NC(=NC1)N1CCC(CC1)C(=O)NC)NC=1C=C2C=C(C(N(C2=C(C1)OC)C)=O)OCC(=O)NC 1-(5-chloro-4-((8-methoxy-1-methyl-3-(2-(methylamino)-2-oxoethoxy)-2-oxo-1,2-dihydro-quinolin-6-yl)amino)pyrimidin-2-yl)-N-methylpiperidine-4-carboxamide